CC=1C(=NC=CN1)C1=NN2C(NC(=CC2=O)CCCCCCCCC)=C1C(=O)N1C(C(C1)CF)C 2-(3-methylpyrazin-2-yl)-5-nonyl-3-[3-(fluoromethyl)-2-methyl-azetidine-1-carbonyl]-4H-pyrazolo[1,5-a]pyrimidin-7-one